FC(C(=O)O)(F)F.ClC1=NC(=CC=C1)C1CCNCC1 2-chloro-6-(piperidin-4-yl)pyridine trifluoroacetate salt